BrC1=CC=C(C=C1)N1CC2=CC=CC=C2C=N1 2-(4-bromophenyl)-2,3-naphthyridine